N1C=NC(C=C1)=O 1,4-dihydropyrimidin-4-one